2-Chloro-4-ethoxy-6-fluorobenzaldehyde ClC1=C(C=O)C(=CC(=C1)OCC)F